[NH4+].[NH4+].P(=O)(O)(O)OC1CCC(CC1)C(=O)OC1=C2[C@H]3[C@H](C(OC2=CC(=C1)CCCCC)(C)C)CC=C(C3)C (6aR,10aR)-6,6,9-trimethyl-3-pentyl-6a,7,10,10a-tetrahydro-6H-benzo[c]chromen-1-yl 4-(phosphonooxy)cyclohexane-1-carboxylate di-ammonium salt